C(C)(C)(C)OC(NCCCC=1N=CN(C1)C(C1=CC=CC=C1)(C1=CC=CC=C1)C1=CC=CC=C1)=O (3-(1-trityl-1H-imidazol-4-yl)propyl)carbamic acid tert-butyl ester